N1N=NN=C1N1[C@@H]2[C@@H](CC[C@H]1CC2)NC(=O)C2(CC2)C2=C(C=C(C=C2)C(F)(F)F)O N-((1S,2R,5S)-8-(1H-tetrazol-5-yl)-8-azabicyclo[3.2.1]octan-2-yl)-1-(2-hydroxy-4-(trifluoromethyl)phenyl)cyclopropane-1-carboxamide